N[C@@H](CCCCN)C(=O)O.N1=CNC(C=C1)=O |r| pyrimidin-4(3H)-one D,L-lysine salt